NC1=CC=C(C=C1)C1=CC=CC=C1 4-aminobiphenyl